(E)-5-(2-tert-butoxy-2-oxoethyl)-[1,2,4]triazolo[1,5-a]pyridin-8-yl 4-(2-(tert-butoxycarbonyl)guanidino)-3-hydroxybenzoate C(C)(C)(C)OC(=O)/N=C(/NC1=C(C=C(C(=O)OC=2C=3N(C(=CC2)CC(=O)OC(C)(C)C)N=CN3)C=C1)O)\N